N1CC(CCC1)N1CCOCCC1 4-(piperidin-3-yl)-1,4-oxazepane